FC(OC1=CC=C2C(C(NC2=C1)=O)=O)(F)F 6-trifluoromethoxyindole-2,3-dione